CC(C)(C)C1=CC(=NC=C1)C2=NC=CC(=C2)C(C)(C)C 4,4'-bis(di-t-butyl)-2,2'-bipyridine